C(C)(C)(C)OC(=O)N1CCC(CC1)O Tert-butyl-4-hydroxypiperidine-1-carboxylate